C1(CC1)C(=O)N1CCN(CC1)C=1C=NC=2N(C1)N=CC2C2=CC(=C(C(=O)NC1CC1)C(=C2)OC)OC(F)F 4-(6-(4-(cyclopropanecarbonyl)piperazin-1-yl)pyrazolo[1,5-a]pyrimidin-3-yl)-N-cyclopropyl-2-(difluoromethoxy)-6-methoxybenzamide